C(C)(CCCCCCCCCCCC)O secondary tetradecyl alcohol